2,2-dimethyl-1,3-diaminopropane CC(CN)(CN)C